FC(CC(F)(F)F)(OC1=NC=NC=N1)F pentafluoropropanoxy-1,3,5-triazine